ClC1=NC=C(C=C1)CCl 2-Chloro-5-chloromethylpyridine